8-chloro-2-(1-((3-fluoropiperidin-4-yl)methyl)-1H-pyrazol-4-yl)-7-((2-methyl-1H-benzo[d]imidazol-6-yl)oxy)quinoxaline ClC=1C(=CC=C2N=CC(=NC12)C=1C=NN(C1)CC1C(CNCC1)F)OC=1C=CC2=C(NC(=N2)C)C1